(S)-N-(2-allyl-5-methylphenyl)-N-methylpyrrolidine-2-carboxamide C(C=C)C1=C(C=C(C=C1)C)N(C(=O)[C@H]1NCCC1)C